2-(5-(aminomethyl)-5-ethyl-1,3-dioxan-2-yl)-2-methylpropan-1-amine NCC1(COC(OC1)C(CN)(C)C)CC